COC1=CC=C2C(=C(C(=CC2=C1)O)C1=CC=CC=C1)C1=CC=CC=C1 7-methoxy-3,4-diphenyl-2-naphthol